3-(5-(2-(4-Benzylpiperazin-1-yl)acetyl)-2-isopropoxyphenyl)-2-((4-(2-(4-chlorophenoxy)acetyl)piperazin-1-yl)methyl)quinazolin-4(3H)-one C(C1=CC=CC=C1)N1CCN(CC1)CC(=O)C=1C=CC(=C(C1)N1C(=NC2=CC=CC=C2C1=O)CN1CCN(CC1)C(COC1=CC=C(C=C1)Cl)=O)OC(C)C